OC(COC1=CC=C(C=C1)[I+]C1=CC=CC=C1)CCCCCCCCCCCC {4-[(2-hydroxytetradecyl)-oxy]-phenyl}-phenyliodonium